N1CCC(=CC1)C=1C=C2C=CC=NC2=C(C1)O 6-(1,2,3,6-tetrahydropyridin-4-yl)quinolin-8-ol